3-(imidazo[1,2-b]pyridazin-3-ylethynyl)-4-isopropylaniline N=1C=C(N2N=CC=CC21)C#CC=2C=C(N)C=CC2C(C)C